ethyl 3-iodo-6-(naphthalen-2-yl)-4-oxo-4,5-dihydropyrazolo[1,5-a]pyrazine-2-carboxylate IC=1C(=NN2C1C(NC(=C2)C2=CC1=CC=CC=C1C=C2)=O)C(=O)OCC